5-(3-Chloro-8-((1S,2S)-2-(difluoromethyl)cyclopropyl)imidazo[1,2-b]pyridazin-6-yl)pyrimidine ClC1=CN=C2N1N=C(C=C2[C@@H]2[C@H](C2)C(F)F)C=2C=NC=NC2